C[C@]12[C@H](CN(C1)C(=O)OC(C)(C)C)C[C@H](C2)NC=2N=NC(=CC2)C2=C(C(=CC(=C2)F)F)F tert-butyl (3aS,5R,6aR)-3a-methyl-5-((6-(2,3,5-trifluorophenyl)pyridazin-3-yl)amino)hexahydrocyclopenta[c]pyrrole-2(1H)-carboxylate